C1(CC1)C1=C(C=CC(=C1)N1CCN(CC1)C)NC1=NC=C(C(=N1)NCCCN1C(COCCC1)=O)C#N 2-((2-cyclopropyl-4-(4-methylpiperazin-1-yl)phenyl)amino)-4-((3-(3-oxo-1,4-oxazepan-4-yl)propyl)amino)pyrimidine-5-carbonitrile